di-t-butyl-9,10-bis(1-naphthyl)anthracene C(C)(C)(C)C1=C(C2=C(C3=CC=CC=C3C(=C2C=C1)C1=CC=CC2=CC=CC=C12)C1=CC=CC2=CC=CC=C12)C(C)(C)C